tert-butyl 6-(3-bromo-2-bromomethyl-propionyloxy)-hexanoate BrCC(C(=O)OCCCCCC(=O)OC(C)(C)C)CBr